OC1(C(C=2CCC(OC2C2=C1C=CC=C2)(C)C)=O)CC2=CC=C(C=C2)NC(OC(C)(C)C)=O tert-butyl (4-((6-hydroxy-2,2-dimethyl-5-oxo-3,4,5,6-tetrahydro-2H-benzo[h]chromen-6-yl)methyl)phenyl)carbamate